NC1=C(C=C(C=N1)NC(C(=O)N1[C@@H](CC[C@H](C1)C)C=1C=CC2=C(N=C(S2)NC)C1)=O)C N-(6-amino-5-methyl-3-pyridyl)-2-[(2S,5R)-5-methyl-2-[2-(methylamino)-1,3-benzothiazol-5-yl]-1-piperidyl]-2-oxo-acetamide